1-(4-(8-amino-3-isopropyl-5-(4-(methylamino)cyclohex-1-en-1-yl)imidazo[1,5-a]pyrazin-1-yl)-2-fluorophenyl)-3-(3-fluorophenyl)urea NC=1C=2N(C(=CN1)C1=CCC(CC1)NC)C(=NC2C2=CC(=C(C=C2)NC(=O)NC2=CC(=CC=C2)F)F)C(C)C